(R)-4-(7-fluoro-imidazo[1,2-a]pyridin-3-yl)-7-((6-(piperazin-1-yl)-5-(tetrahydrofuran-3-yl)pyridin-2-yl)amino)isoindolin-1-one FC1=CC=2N(C=C1)C(=CN2)C2=C1CNC(C1=C(C=C2)NC2=NC(=C(C=C2)[C@@H]2COCC2)N2CCNCC2)=O